C(C)(C)(C)OC(=O)N1[C@@H](C[C@H](CC1)NC1=C(C(=NC=2CN(CCC12)C(=O)OCC1=CC=CC=C1)N1CC(C1)N(C)C)[N+](=O)[O-])CC#N benzyl 4-(((2S,4S)-1-(tert-butoxycarbonyl)-2-(cyanomethyl)piperidin-4-yl)amino)-2-(3-(dimethylamino)azetidin-1-yl)-3-nitro-5,8-dihydro-1,7-naphthyridine-7(6H)-carboxylate